Cl.C(C)(C)(C)NCC(=O)O N-tertiary butyl-glycine hydrochloride